(1R,2S,5S)-3-[2,2-dimethyl-1-[(2,2,2-trifluoroacetyl)amino]cyclopropanecarbonyl]-6,6-dimethyl-3-azabicyclo[3.1.0]hexane-2-carboxylic acid CC1(C(C1)(C(=O)N1[C@@H]([C@H]2C([C@H]2C1)(C)C)C(=O)O)NC(C(F)(F)F)=O)C